7-(thien-2-yl)-3,7-dihydro-4H-pyrrolo[2,3-d]pyrimidin-4-one S1C(=CC=C1)N1C=CC2=C1N=CNC2=O